barium sulfate copper [Cu+2].S(=O)(=O)([O-])[O-].[Ba+2].S(=O)(=O)([O-])[O-]